CC1=C(C(=O)O)C(=CC(=C1)OC(C)=O)C 2,6-dimethyl-4-acetoxybenzoic acid